BrC=1C=C2C(NC=NC2=C(C1)Br)=O 6,8-dibromo-quinazolin-4(3H)-one